FC1(CCC(CC1)CN1N=C(C=2C1=NC=C(C2)NC(C=C)=O)C)F N-(1-((4,4-difluorocyclohexyl)methyl)-3-methyl-1H-pyrazolo[3,4-b]pyridin-5-yl)acrylamide